ClC=1N=C(C2=C(N1)CCN(C2=O)CC(F)F)OC=2N=CC=1CCC3=C(C1C2F)NC2=C3C(NCC2)=O 2-((2-chloro-6-(2,2-difluoroethyl)-5-oxo-5,6,7,8-tetrahydropyrido[4,3-d]pyrimidin-4-yl)oxy)-1-fluoro-5,6,8,9,10,11-hexahydro-7H-pyrido[3',4':4,5]pyrrolo[2,3-f]isoquinolin-7-one